N,N'-bis{2-[(9Z)-octadec-5-enoyloxy]ethyl}ethane-1,2-diaminium dichloride [Cl-].[Cl-].C(CCCC=CCCCCCCCCCCCC)(=O)OCC[NH2+]CC[NH2+]CCOC(CCCC=CCCCCCCCCCCCC)=O